N1(N=NC2=C1C=CC=C2)C(O)[C@H]2O[C@H]([C@@H]1OC(O[C@@H]12)(C)C)OC (1H-benzo[d][1,2,3]triazol-1-yl)((3aR,4S,6R,6aR)-6-methoxy-2,2-dimethyltetrahydrofuro[3,4-d][1,3]dioxol-4-yl)methanol